C(CCCCCCC\C=C/CCCCCCCC)(=O)OCCCCCCCCCCCCCCCCCCCCCCCCCC Hexacosyl oleate